NCC(C(C)(C)S(=O)(=O)C1(CC1)CN1C(C=2N(CC1)C(=NC2)C(=O)NCC2=CC=C(C=C2)Cl)=O)O 7-((1-((4-amino-3-hydroxy-2-methylbutan-2-yl)sulfonyl)cyclopropyl)methyl)-N-(4-chlorobenzyl)-8-oxo-5,6,7,8-tetrahydroimidazo[1,5-a]pyrazine-3-carboxamide